ethylaluminum bis(octanoate) C(CCCCCCC)(=O)[O-].C(CCCCCCC)(=O)[O-].C(C)[Al+2]